BrC1=C2C=3C(=C(C=NC3C=C1)[N+](=O)[O-])NC(CN2)(C)C 8-bromo-5,5-dimethyl-3-nitro-4,5,6,7-tetrahydro-[1,4]diazepino[5,6,7-de]quinoline